2-FLUORO-3-(DIFLUOROMETHYL)BENZALDEHYDE FC1=C(C=O)C=CC=C1C(F)F